CC1=NC(=CC(=C1)C=1C=2N(C(=NC1C1=CC=CC=C1)N)C=NN2)C(F)(F)F 8-(2-methyl-6-(trifluoromethyl)pyridin-4-yl)-7-phenyl-[1,2,4]triazolo[4,3-c]pyrimidin-5-amine